N-(1-(azetidin-1-ylmethyl)cyclopropyl)-2-(4-fluoro-1H-indol-1-yl)acetamide N1(CCC1)CC1(CC1)NC(CN1C=CC2=C(C=CC=C12)F)=O